NC=1C(=C2C(=NC1)OCC2)N2C[C@H](CCC2)NC(OC(C)(C)C)=O tert-Butyl [(3S)-1-(5-amino-2,3-dihydrofuro[2,3-b]pyridin-4-yl)piperidin-3-yl]carbamate